(4-Chloropyridin-3-yl)acetonitrile ClC1=C(C=NC=C1)CC#N